2,5-dichloro-N-[2-(dimethylphosphoryl)phenyl]pyrimidin-4-amine ClC1=NC=C(C(=N1)NC1=C(C=CC=C1)P(=O)(C)C)Cl